2-[3,5-dichloro-4-[[4-hydroxy-3-(2-pyridyl)phenyl]methyl]phenoxy]acetic acid ClC=1C=C(OCC(=O)O)C=C(C1CC1=CC(=C(C=C1)O)C1=NC=CC=C1)Cl